tert-butyliminobis(diethylamino)cyclopentadienyl-vanadium C(C)(C)(C)N=[V](C1C=CC=C1)(N(CC)CC)N(CC)CC